C1(CC1)C1C(N(C1C1=C(C=C(C=C1F)N1N=C(C=C1)C(F)(F)F)F)C1=CC2=C(N(C=N2)COCC[Si](C)(C)C)C=C1)=O (rac)-3-cyclopropyl-4-(2,6-difluoro-4-(3-(trifluoromethyl)-1H-pyrazol-1-yl)phenyl)-1-(1-((2-(trimethylsilyl)ethoxy)methyl)-1H-benzo[d]imidazol-5-yl)azetidin-2-one